tert-butyl (4-((7R,14R)-1-(difluoromethoxy)-6-(methyl-d3)-5-oxo-5,6,7,14-tetrahydro-7,14-methanobenzo[f]benzo[4,5]imidazo[1,2-a][1,4]diazocin-11-yl)but-3-yn-1-yl)(ethyl)carbamate FC(OC1=CC=CC=2C(N([C@H]3C=4N([C@@H](C21)C3)C3=C(N4)C=CC(=C3)C#CCCN(C(OC(C)(C)C)=O)CC)C([2H])([2H])[2H])=O)F